N[C@H]1CN(CCC1)C(=O)C1=CC2=C(N(C(=N2)C2=CC=3C(=NC(=CC3)N(S(=O)(=O)C)CC(F)F)N2CC2CC2)C)C(=C1)OC (R)-N-(2-(5-(3-aminopiperidine-1-carbonyl)-7-methoxy-1-methyl-1H-benzo[d]imidazol-2-yl)-1-(cyclopropylmethyl)-1H-pyrrolo[2,3-b]pyridin-6-yl)-N-(2,2-difluoroethyl)methanesulfonamide